3,3-Dimethyl-6-{5-[7-(pyrrolidin-1-yl)-6,7,8,9-tetrahydro-5H-benzo[7]annulen-2-yl]-1H-pyrazolo[3,4-b]pyridin-3-yl}-2,3-dihydro-1λ6,2-benzothiazole CC1(N[SH4]C2=C1C=CC(=C2)C2=NNC1=NC=C(C=C12)C=1C=CC2=C(CCC(CC2)N2CCCC2)C1)C